O1C(=C(C(=O)C2=CC=CC=C12)C1=CC=CC=C1)[2H] isoflavone-d